C(C)[Si](CCC=C)(CC)CC triethyl-3-butenyl-silane